ClC=1C=CC2=C(CC3(OCCO3)CC(N2)=O)C1 7-chloro-1,5-dihydrospiro[1-benzazepine-4,2'-[1,3]dioxolan]-2(3H)-one